NC1=NC(=C(C=2N1N=C(N2)NCC2=NC=CC=C2C)C2=CN(C(C=C2)=O)C)C=2C(=C(C#N)C=CC2)F 3-(5-amino-8-(1-methyl-6-oxo-1,6-dihydropyridin-3-yl)-2-(((3-methylpyridin-2-yl)methyl)amino)-[1,2,4]triazolo[1,5-c]pyrimidin-7-yl)-2-fluorobenzonitrile